C(#C)C1=C2C(=CC(=CC2=CC=C1F)C(C#N)(C)C)C1=C(C=2N=C(N=C(C2C=N1)N(C[C@H]1NCCCC1)C)N1CCC(CC1)(C)O)F (S)-2-(5-ethynyl-6-fluoro-4-(8-fluoro-2-(4-hydroxy-4-methylpiperidin-1-yl)-4-(methyl(piperidin-2-ylmethyl)amino)pyrido[4,3-d]pyrimidin-7-yl)naphthalen-2-yl)-2-methylpropanenitrile